1,3-dichloro-1,4,4,4-tetrafluoro-1-butene ClC(=CC(C(F)(F)F)Cl)F